Br\C=C(/CF)\F (E)-1-bromo-2,3-difluoropropene